ClC1=CC(=C(C(=C1)C)N1N(CC=C1C(F)(F)F)C1=NC=CC=C1Cl)C(N=S(CC)CC)=O N-[4-chloro-2-[(diethyl-lambda4-sulfanylidene)carbamoyl]-6-methyl-phenyl]-2-(3-chloro-2-pyridyl)-5-(trifluoromethyl)pyrazol